(2S)-4-(4-bromo-3-methyl-2-nitrophenylamino)-1-{[tert-butyl-(dimethyl)silyl]Oxy}butan-2-ol BrC1=C(C(=C(C=C1)NCC[C@@H](CO[Si](C)(C)C(C)(C)C)O)[N+](=O)[O-])C